C1(CC1)CSC=1C=C(C=CC1)B(O)O 3-(CYCLOPROPYLMETHYL)THIOPHENYLBORONIC ACID